C(C)N1C(SC2=C1C=CC=C2)P 3-ethylbenzothiazolylphosphine